BrC=1C=CC(=NC1F)[C@@H](N[S@@](=O)C(C)(C)C)C1=CC=CC=C1 (S)-N-((S)-(5-bromo-6-fluoropyridin-2-yl)(phenyl)methyl)-2-methylpropane-2-sulfinamide